6-methylisoindolin-1-one CC1=CC=C2CNC(C2=C1)=O